(E)-3-(3-((4-fluorophenyl)amino)pyridin-4-yl)acrylamide 3-(trifluoromethyl)cyclobutyl-4-methylbenzenesulfonate FC(C1CC(C1)OS(=O)(=O)C1=CC=C(C=C1)C)(F)F.FC1=CC=C(C=C1)NC=1C=NC=CC1/C=C/C(=O)N